[N+](=O)([O-])C1=CC=C(C=C1)C#CC(=C)C(F)(F)F 1-nitro-4-(3-(trifluoromethyl)but-3-en-1-yn-1-yl)benzene